S1SC(C2=C1C=CC=C2)=O 3H-1,2-benzodithiole-3-one